2-methyl-2-hexadecylicosan-1-ol CC(CO)(CCCCCCCCCCCCCCCCCC)CCCCCCCCCCCCCCCC